4-cyanomethyl-1-vinyl-1,2,4-triazole bromide [Br-].C(#N)CN1C=NN(C1)C=C